BrC1=CC2=C(C3=CC=CC=C3C=C2C=C1)OCCCC 2-bromo-9-(n-butyloxy)anthracene